C(C1=CC(OC)=C(O)C=C1)NC(C1=C(C=C(C=C1)O)O)=O 2,4-Dihydroxybenzoic acid vanillylamide